4-(4-((5-(trifluoromethyl)pyrimidin-2-yl)oxy)phenyl)piperidin-1-ium chloride [Cl-].FC(C=1C=NC(=NC1)OC1=CC=C(C=C1)C1CC[NH2+]CC1)(F)F